CON(C(=O)C1=NC(=C(C=C1)NC1=NNC2=CC(=CC=C12)[C@@H]1C[C@@]12C(NC1=CC=C(C=C21)OC)=O)OC)C N,6-dimethoxy-5-({6-[(1R,2S)-5'-methoxy-2'-oxo-1',2'-dihydrospiro[cyclopropane-1,3'-indol]-2-yl]-1H-indazol-3-yl}amino)-N-methylpyridine-2-carboxamide